S(=O)(=O)(OC[C@H]1O[C@H]([C@@H]([C@H]([C@H]1O)O)NC(C)=O)OC1=CC=C(C=C1)NC(CCN(C(CCCC)=O)CCCCCNC(C1=CC=CC=C1)=O)=O)[O-].[Na+] Sodium ((2R,3R,4R,5R,6S)-5-acetamido-6-(4-(3-(N-(5-benzamidopentyl)-pentanamido)propanamido)phenoxy)-3,4-dihydroxytetrahydro-2H-pyran-2-yl)methyl sulfate